N1(N=NC2=C1C=CC=C2)C2=CC=C(C=C2)/C=C/C(=O)C2=C(C=CC=C2)O (E)-3-[4-(Benzotriazol-1-yl)phenyl]-1-(2-hydroxyphenyl)prop-2-en-1-one